(R)-2-((1-(2-cyano-3-(4-(cyclopropanecarbonyl)piperazin-1-yl)-7-methylquinoxalin-5-yl)ethyl)amino)-benzoic acid C(#N)C1=NC2=CC(=CC(=C2N=C1N1CCN(CC1)C(=O)C1CC1)[C@@H](C)NC1=C(C(=O)O)C=CC=C1)C